BrC1=C(C(=C2C(=NC(=NC2=C1F)Cl)O)OCC1C2CCC(CN1)N2C(=O)[O-])F 2-(((7-bromo-2-chloro-6,8-difluoro-4-hydroxyquinazolin-5-yl)oxy)methyl)-3,8-diazabicyclo[3.2.1]octane-8-carboxylate